5-(5-((1-(4-(4-chloro-1-(4-hydroxyphenyl)-2-phenylbut-1-en-1-yl)phenyl)piperidin-4-yl)methyl)-2,5-diazabicyclo[2.2.2]octan-2-yl)-2-(2,6-dioxopiperidin-3-yl)isoindoline ClCCC(=C(C1=CC=C(C=C1)O)C1=CC=C(C=C1)N1CCC(CC1)CN1C2CN(C(C1)CC2)C=2C=C1CN(CC1=CC2)C2C(NC(CC2)=O)=O)C2=CC=CC=C2